1-(3,4-diamino-5-fluorophenyl)ethanol NC=1C=C(C=C(C1N)F)C(C)O